FC(C=1C(=C(C=CC1)[C@@H](C)NC1=C(C(=NC(=N1)OC([2H])([2H])[2H])C(C(=O)NN1CCOCC1)C)C1OCCO1)F)F 2-(6-(((R)-1-(3-(difluoromethyl)-2-fluorophenyl)ethyl)amino)-5-(1,3-dioxolane-2-yl)-2-(methoxy-d3)pyrimidin-4-yl)-N-morpholinopropionamide